[C@H](C)(CC)[C@H](N(C([C@@H](NC([C@@H](N(C(OCC1C2=CC=CC=C2C=2C=CC=CC12)=O)C)C(C)C)=O)C(C)C)=O)C)[C@@H](CC(=O)O)OC (5S,8S,11S,12R)-11-((S)-sec-butyl)-1-(9H-fluoren-9-yl)-5,8-diisopropyl-12-methoxy-4,10-dimethyl-3,6,9-trioxo-2-oxa-4,7,10-triazatetradecan-14-oic acid